O=C1N(C(C2=CC=CC=C12)=O)CCC=O 3-(1,3-dioxoisoindolin-2-yl)propanal